1-(2-((Bis(4-fluorophenyl)methyl)sulfinyl)ethyl)-4-(3-phenylpropyl)piperazine FC1=CC=C(C=C1)C(S(=O)CCN1CCN(CC1)CCCC1=CC=CC=C1)C1=CC=C(C=C1)F